3-methoxy-N1-(2-methoxyethyl)-N1-methylbenzene-1,4-diamine COC=1C=C(C=CC1N)N(C)CCOC